1,1':4',1''-terphenyl-2,4,5,6,2,3',5',6',2'',3'',4'',5'',6''-d13 C=1(C(CC(=C(C1[2H])[2H])[2H])([2H])[2H])C1=CC(=C(C(=C1[2H])[2H])C1=C(C(=C(C(=C1[2H])[2H])[2H])[2H])[2H])[2H]